O1[C@@H](COCC1)CNC(=O)C1=C(C2=C(C[C@H](C3=CN(N=C23)CC2CCOCC2)C)O1)C(F)(F)F (4R)-N-{[(2R)-1,4-dioxan-2-yl]methyl}-4-methyl-2-[(oxan-4-yl)methyl]-8-(trifluoromethyl)-4,5-dihydro-2H-furo[2,3-g]indazole-7-carboxamide